5-(cyclopropylcarbamoyl)-2-fluorophenylboronic acid C1(CC1)NC(=O)C=1C=CC(=C(C1)B(O)O)F